FC(C1=CC=C(C=C1)[C@H](N1C[C@@H](N(C[C@H]1C)C=1C=2N=C(N(C2N2C(N1)=NN=C2)C[C@H]2OCCC2)C)C)C2=CC=C(C=C2)OC)F 4-((2S,5R)-4-((S)-(4-(Difluoromethyl)phenyl)(4-methoxyphenyl)methyl)-2,5-dimethylpiperazin-1-yl)-2-methyl-1-(((S)-tetrahydrofuran-2-yl)methyl)-1H-[1,2,4]triazolo[3,4-b]purine